OC=1C=C(C(=O)N[C@H](C(=O)N2C(CC(C2)O)C(=O)NCC2=CC=C(C=C2)C2=C(N=CS2)C)C(C)(C)C)C=CC1O 1-((S)-2-(3,4-dihydroxybenzamido)-3,3-dimethylbutanoyl)-4-hydroxy-N-(4-(4-methylthiazol-5-yl)benzyl)pyrrolidine-2-carboxamide